(R)-3-amino-4-(5-(4-butoxyphenyl)-2H-tetrazol-2-yl)butanoic acid N[C@H](CC(=O)O)CN1N=C(N=N1)C1=CC=C(C=C1)OCCCC